6-chloro-4-(cyclohexyl-(methyl)amino)-1-methylpyrido[3,2-d]pyrimidine-2(1H)-one ClC=1C=CC=2N(C(N=C(C2N1)N(C)C1CCCCC1)=O)C